BrCC(=O)C=1C=CC2=C(CCO2)C1 2-Bromo-1-(2,3-dihydrobenzofuran-5-yl)ethan-1-one